FC1=C2C=CN(C2=C(C=C1)C(=O)NC1CC2(CC(C2)C(=O)O)C1)CC1=CC(=C(C=C1)C1=CC=CC=C1)F 6-(4-Fluoro-1-((2-fluoro-[1,1'-biphenyl]-4-yl)methyl)-1H-indole-7-carboxamido)spiro[3.3]heptane-2-carboxylic acid